(S)-2-((S)-2-acetamido-3-(1H-indol-3-yl)propionylamino)-6-diazo-5-oxohexanoic acid isopropyl ester C(C)(C)OC([C@H](CCC(C=[N+]=[N-])=O)NC([C@H](CC1=CNC2=CC=CC=C12)NC(C)=O)=O)=O